NCC1=NNC(C2=CC=C(C=C12)C1=C(N(N=C1)CC)C=1SC2=C(C1C#N)C=CC=C2)=O 2-[4-[4-(aminomethyl)-1-oxo-2H-phthalazin-6-yl]-2-ethyl-pyrazol-3-yl]benzothiophene-3-carbonitrile